NCC(=O)N[C@H](C(=O)O)CCC(=O)OC(C)(C)C (S)-2-(2-aminoacetamido)-5-(tert-butoxy)-5-oxopentanoic acid